3-(4-methylpiperazin-1-yl)-1-(4-phenyl-3,4-dihydroquinoxaline-1(2H)-yl)propan-1-one CN1CCN(CC1)CCC(=O)N1CCN(C2=CC=CC=C12)C1=CC=CC=C1